6-((3-(p-tolyl)pyridin-4-yl)thio)hexanal C1(=CC=C(C=C1)C=1C=NC=CC1SCCCCCC=O)C